C(C1=CC=CC=C1)OC=1C=NC(=NC1)N1CCN(CC(C1)F)C(=O)OC(C)(C)C tert-butyl 4-(5-(benzyloxy) pyrimidin-2-yl)-6-fluoro-1,4-diazacycloheptane-1-carboxylate